N-methyl-N-(1,2,3,4-tetrahydroisoquinolin-7-yl)acrylamide CN(C(C=C)=O)C1=CC=C2CCNCC2=C1